CN1N=C(N=N1)C1=NC=C(C=C1)C1=C(C=C(C=C1)N1CO[C@H](C1)CO)F (5R)-3-(4-(2-(2-methyltetrazol-5-yl)pyridine-5-yl)-3-fluorophenyl)-5-hydroxymethyl-oxazolidine